C(C)(C)(C)NCC(C1=CC(=C(C(=C1)Cl)N)Cl)O alpha-(tert-butylamino)methyl-4-amino-3,5-dichlorobenzyl alcohol